N(N)C1=NC(=CC=C1Cl)Cl 2-hydrazino-3,6-dichloropyridine